2-oxoethan-1-aminium O=CC[NH3+]